NC1=NNC2=C1C(=NC(=C2C2=NC=CC=N2)C(C(F)(F)F)C)C2=CC=C(CNC(C1=C(C=CC(=C1)F)OC)=O)C=C2 N-(4-(3-amino-7-(pyrimidin-2-yl)-6-(1,1,1-trifluoropropan-2-yl)-1H-pyrazolo[4,3-c]pyridin-4-yl)benzyl)-5-fluoro-2-methoxybenzamide